benzyl (4-(2-((((9H-fluoren-9-yl)methoxy)carbonyl)amino)acetamido)phenyl)((2S,4R)-2-methyl-1-propionyl-1,2,3,4-tetrahydroquinolin-4-yl)carbamate C1=CC=CC=2C3=CC=CC=C3C(C12)COC(=O)NCC(=O)NC1=CC=C(C=C1)N(C(OCC1=CC=CC=C1)=O)[C@@H]1C[C@@H](N(C2=CC=CC=C12)C(CC)=O)C